C12C=CC(C=C1)C2 bicyclo(2.2.1)hept-2,5-diene